C(CCC)C1(N(S(C2=C(N(C1)C1=CC=CC=C1)C=C(C(=C2)O)SC)(=O)=O)CC2=CC=C(C=C2)OC)C 3-Butyl-8-hydroxy-2-(4-methoxybenzyl)-3-methyl-7-(methylthio)-5-phenyl-2,3,4,5-tetrahydro-1,2,5-benzothiadiazepine 1,1-dioxide